(S)-1-phenylethylmethanesulfonate C1(=CC=CC=C1)[C@H](C)CS(=O)(=O)[O-]